FC1=CC=C(C=C1)C=1C(C(=CN(C1)C)C(=O)NC1=CC=C(C=C1)OC1=CC=NC2=CN=C(C=C12)N1CCNCC1)=O 5-(4-fluorophenyl)-1-methyl-4-oxo-N-[4-[(6-piperazin-1-yl-1,7-naphthyridin-4-yl)oxy]phenyl]pyridine-3-carboxamide